NC1=NC=CC(=C1)S(=O)(=O)NC=1SC(=C(N1)C1=C(C=CC=C1C)C)N1CC(OCC1)CCCC(C)(C)C 2-Amino-N-(5-(2-(4,4-dimethylpentyl)morpholino)-4-(2,6-dimethylphenyl)thiazol-2-yl)pyridine-4-sulfonamide